CC=1C=CC=2N(N1)C(=C(N2)C=2C=NC(=CC2)N2CCOCC2)C(=O)OCC Ethyl 6-methyl-2-(6-morpholin-4-ylpyridin-3-yl)imidazo[1,2-b]pyridazine-3-carboxylate